C1=CC(=CC=C1NC(=O)CCl)F 2-chloro-N-(4-fluorophenyl)acetamide